4,5-di(2-propen-1-yl)-1,3-dioxolan-2-one C(C=C)C1OC(OC1CC=C)=O